8-(1-aminoethyl)-6-methyl-2-morpholino-3-(2,2,2-trifluoroethyl)quinazolin-4-one NC(C)C=1C=C(C=C2C(N(C(=NC12)N1CCOCC1)CC(F)(F)F)=O)C